[Cl-].C[N+](CC=C)(CCCCCCCCCCCCCC)C dimethyl-tetradecyl-allyl-ammonium chloride